2-(difluoromethoxy)-5-(((6-(piperidin-4-yl)pyridin-2-yl)oxy)methyl)pyridine TFA salt OC(=O)C(F)(F)F.FC(OC1=NC=C(C=C1)COC1=NC(=CC=C1)C1CCNCC1)F